(S)-3-(N,N-BIS(4-METHOXYBENZYL)SULFAMOYL)HEPT-6-EN-1-YL METHANESULFONATE CS(=O)(=O)OCC[C@H](CCC=C)S(N(CC1=CC=C(C=C1)OC)CC1=CC=C(C=C1)OC)(=O)=O